2-((2-(1H-indol-3-yl)ethyl)thio)-6-chloro-3-(3-(dimethylamino)propyl)quinazolin-4(3H)-one, Hydrochloride Cl.N1C=C(C2=CC=CC=C12)CCSC1=NC2=CC=C(C=C2C(N1CCCN(C)C)=O)Cl